isothiazole-4-carboxamide-1,1-dioxide S1(N=CC(=C1)C(=O)N)(=O)=O